NC=1C=C(C=CC1)C(C(F)(F)F)(C(F)(F)F)C1=CC=C(C=C1)N 2-(3-aminophenyl)-2-(4-aminophenyl)-1,1,1,3,3,3-hexafluoropropane